C[C@@]12OCC[C@@H]1[C@]1(CCCC([C@@H]1CC2)(C)C)C (3aS,5aS,9aS,9bR)-3a,6,6,9a-tetramethyldodecahydronaphtho[2,1-b]furan